C(#N)C(CCCCCCC=C)(C#N)C#N tricyanononene